N-(2-methoxy-4-(1-methyl-1H-pyrazol-4-yl)phenyl)-5-(1-methyl-1H-pyrazol-4-yl)-2,6-naphthyridin-3-amine COC1=C(C=CC(=C1)C=1C=NN(C1)C)NC=1N=CC2=CC=NC(=C2C1)C=1C=NN(C1)C